6-fluoro-1-(4-hydroxyphenyl)-7-((2R)-4-methyl-2-(((3-methylpyridin-2-yl)oxy)methyl)pyrrolidin-1-yl)-4-oxo-1,4-dihydroquinoline-3-carboxylic acid FC=1C=C2C(C(=CN(C2=CC1N1[C@H](CC(C1)C)COC1=NC=CC=C1C)C1=CC=C(C=C1)O)C(=O)O)=O